[4-[2-[cis-2,6-dimethylmorpholin-4-yl]ethoxy]phenyl]acetic acid C[C@@H]1CN(C[C@@H](O1)C)CCOC1=CC=C(C=C1)CC(=O)O